OC=1C=C(C=CC1)C1=CC=CC=C1 m-hydroxybiphenyl